tert-Butyl ((1S,4S)-4-(4-oxo-5-(4-phenoxyphenyl)-4,5-dihydro-3H-1-thia-3,5,8-triazaacenaphthylene-2-carboxamido)cyclohexyl)carbamate O=C1NC2=C(SC=3N=CC=C(N1C1=CC=C(C=C1)OC1=CC=CC=C1)C32)C(=O)NC3CCC(CC3)NC(OC(C)(C)C)=O